C(C#CC)(=O)OCC(C)(C)OC(C)C1=CCC(C1)(C)C 2-[1-(4,4-dimethyl-1-cyclopenten-1-yl)ethoxy]-2-methylpropyl 2-butynoate